2-(4-carbamoyl-2-fluorophenyl)-N-[(3S)-9-fluoro-2-oxo-5-phenyl-1,3-dihydro-1,4-benzodiazepine-3-yl]-6,7-dihydro-5H-pyrazolo[5,1-b][1,3]Oxazine-3-carboxamide C(N)(=O)C1=CC(=C(C=C1)C1=NN2C(OCCC2)=C1C(=O)N[C@@H]1C(NC2=C(C(=N1)C1=CC=CC=C1)C=CC=C2F)=O)F